methyl (7S)-2-benzyl-7-methyl-3-[(1R,3S)-3-(1H-1,2,3,4-tetrazol-5-yl)cyclohexyl]-3H,6H,7H,8H,9H-imidazo[4,5-f]quinoline-6-carboxylate C(C1=CC=CC=C1)C=1N(C=2C(=C3CC[C@@H](N(C3=CC2)C(=O)OC)C)N1)[C@H]1C[C@H](CCC1)C1=NN=NN1